2-methyl-5-((6-methylpyridin-3-yl)methoxy)benzofuran-3-carboxylic acid CC=1OC2=C(C1C(=O)O)C=C(C=C2)OCC=2C=NC(=CC2)C